benzyl-(benzoyl-L-alanine) chlorophosphate P(=O)(O)(O)Cl.C(C1=CC=CC=C1)N([C@@H](C)C(=O)O)C(C1=CC=CC=C1)=O